racemic-1,2-propanediol C([C@@H](C)O)O |r|